N1(CCCCC1)CC=CC1=CC=C(C=C1)C1(NNC(=N1)N)N 3-(4-(piperidin-1-yl-prop-1-enyl)phenyl)-1H-1,2,4-triazole-3,5-diamine